butyl (7-bromo-6-iodoisoquinolin-3-yl)(4,4,4-trifluorobutyl)carbamate BrC1=C(C=C2C=C(N=CC2=C1)N(C(OCCCC)=O)CCCC(F)(F)F)I